C(C)OC(C[C@@H](C=1C(=C(C=CC1)C1=CC=CC=C1)C)N([C@H](C)C1=CC=CC=C1)CC1=CC=CC=C1)=O (S)-3-(benzyl-((R)-1-phenylethyl)amino)-3-(2-methylbiphenyl-3-yl)propanoic acid ethyl ester